P(O[Si](C)(C)C)([O-])[O-] TRIMETHYLSILYL PHOSPHITE